1-(3-chloropyridin-2-yl)-N-(4-cyano-2-methyl-6-(methylcarbamoyl)phenyl)-3-((5-(trifluoromethyl)-2H-tetrazol-2-yl)methyl)-1H-pyrazole-5-carboxamide ClC=1C(=NC=CC1)N1N=C(C=C1C(=O)NC1=C(C=C(C=C1C(NC)=O)C#N)C)CN1N=C(N=N1)C(F)(F)F